2-amino-4-hydroxy-6-methyl-pyrimidine NC1=NC(=CC(=N1)O)C